(2-Amino-3-bromo-phenyl)methanol NC1=C(C=CC=C1Br)CO